5-(2-(4-(Pentafluoro-λ6-sulfaneyl)phenoxy)pyridin-3-yl)-1H-benzo[d][1,2,3]triazole FS(C1=CC=C(OC2=NC=CC=C2C2=CC3=C(NN=N3)C=C2)C=C1)(F)(F)(F)F